phthalic acid, dimethyl ester C(C=1C(C(=O)OC)=CC=CC1)(=O)OC